C(C)(C)(C)C1=CC(=NN1[C@@H]1CN(CC1)C)NC=1N(C=2C(=NC=C(C2Cl)OC=2C=NN3C2C=CC(=C3)F)N1)C (S)-N-(5-(tert-butyl)-1-(1-methylpyrrolidin-3-yl)-1H-pyrazol-3-yl)-7-chloro-6-((6-fluoropyrazolo[1,5-a]pyridin-3-yl)oxy)-1-methyl-1H-imidazo[4,5-b]pyridin-2-amine